1-(Triethoxysilylmethyl)benzo[d]-1,2-diazol C(C)O[Si](OCC)(OCC)CN1N=CC2=C1C=CC=C2